N-((3R,4S)-4-((6-(3,5-dimethoxyphenyl)-8-((2-(4-methylpiperazin-1-yl)ethyl)amino)pyrido[3,4-d]pyrimidin-2-yl)amino)tetrahydrofuran-3-yl)acryl-amide COC=1C=C(C=C(C1)OC)C1=CC2=C(N=C(N=C2)N[C@H]2[C@H](COC2)NC(C=C)=O)C(=N1)NCCN1CCN(CC1)C